BrC=1C=C(C=CC1)N1C2=C(C(=C(C(=C2C=2C(=C(C(=C(C12)[2H])[2H])C#N)[2H])[2H])[2H])[2H])[2H] 9-(3-bromophenyl)-9H-carbazole-3-carbonitrile-1,2,4,5,6,7,8-d7